CC=1C(=NC(=NC1)NC1=CC=NN1C)C=1N=C(OC1)C(=O)NCC1COCC1 4-(5-methyl-2-((1-methyl-1H-pyrazol-5-yl)amino)pyrimidin-4-yl)-N-((tetrahydrofuran-3-yl)methyl)oxazole-2-carboxamide